3-[6-(2-fluoro-4-methyl-phenoxy)-3-pyridyl]-1H-imidazo[4,5-b]pyridin-2-one FC1=C(OC2=CC=C(C=N2)N2C(NC=3C2=NC=CC3)=O)C=CC(=C1)C